C(C=C)(=O)O.C(C=C)(=O)O.NC(=O)OCC Urethane di-acrylate